N-vinyl-imidazolium hydrogen sulfate S(=O)(=O)(O)[O-].C(=C)N1C=[NH+]C=C1